FC=1C=C(C(=O)NC=2C=C3C(=NN(C3=CC2)COCC[Si](C)(C)C)C=2C=NC=CC2)C=CC1 3-fluoro-N-(3-(pyridin-3-yl)-1-((2-(trimethylsilyl)ethoxy)methyl)-1H-indazol-5-yl)benzamide